5-(3-((dimethylamino)methyl)-3-methoxypiperidin-1-yl)pyridin-2-amine CN(C)CC1(CN(CCC1)C=1C=CC(=NC1)N)OC